3-(benzylthio)-2,5-dichlorobenzoic acid ethyl ester C(C)OC(C1=C(C(=CC(=C1)Cl)SCC1=CC=CC=C1)Cl)=O